CC(C(=O)NCC(=O)O)(CO[N+](=O)[O-])C (2,2-dimethyl-3-(nitrooxy)propionyl)glycine